C1(CC1)N(C=1C=C(C=NC1)C(=O)O)C 5-[cyclopropyl-(methyl)amino]pyridine-3-carboxylic acid